5-bromo-pyrazolo[1,5-a]pyridine BrC1=CC=2N(C=C1)N=CC2